N-(3-fluoro-5-(methylsulfonyl)phenyl)-4-(pyridin-3-yl)thiophene-2-carboxamide FC=1C=C(C=C(C1)S(=O)(=O)C)NC(=O)C=1SC=C(C1)C=1C=NC=CC1